COC([C@H](C[C@@H](C(=O)OC)NC(=O)OCC1=CC=CC=C1)C[C@@H](C)N)=O.NC=1C(=NN(C1)C1CCN(CC1)C(=O)C1CC1)C (4-(4-amino-3-methyl-1H-pyrazol-1-yl)piperidin-1-yl)(cyclopropyl)methanone dimethyl-(2S,4S)-2-((R)-2-aminopropyl)-4-(((benzyloxy)carbonyl)amino)pentanedioate